1-(pent-4-en-1-ynyl)cyclohex-1-ene C(#CCC=C)C1=CCCCC1